COC=1C=CC=C2C=C(C(=CC12)C(=O)O)C(=O)O 8-Methoxy-2,3-naphthalenedicarboxylic acid